CC1=CC=C(C=C1)S(=O)(=O)N1N=NC(=C1)C1=CC(=CC=C1)Cl 1-p-toluenesulfonyl-4-(3-chlorophenyl)-1,2,3-triazole